C1(CC1)C1=NC=2C3(CN(C(C2C=C1)=O)CC(=O)OC)CC3 methyl 2-(2'-cyclopropyl-5'-oxo-5'H-spiro[cyclopropane-1,8'-[1,6]naphthyridin]-6'(7'H)-yl)acetate